C1C(CC2=CC=CC=C12)NC1=NC=C(C=N1)C1=NN=C(S1)NC(=O)C1=CC2=C(NN=N2)C=C1OC N-(5-(2-((2,3-dihydro-1H-inden-2-yl)amino)pyrimidin-5-yl)-1,3,4-thiadiazol-2-yl)-6-methoxy-1H-benzo[d][1,2,3]triazole-5-carboxamide